N-cyclobutyl-3-(5''-(methylsulfonamido)dispiro[cyclopropane-1,1'-cyclohexane-4',3''-indoline]-1''-carbonyl)benzenesulfonamide C1(CCC1)NS(=O)(=O)C1=CC(=CC=C1)C(=O)N1CC2(C3=CC(=CC=C13)NS(=O)(=O)C)CCC1(CC2)CC1